ClC=1C(=C(C=CC1)NC1=C(NC2=C1C(N(CC2)C(=O)OC(C)(C)C)=O)C2=C(C=NC=C2)OCC2=NC(=CN=C2)C=C)OC tert-butyl 3-((3-chloro-2-methoxyphenyl)amino)-4-oxo-2-(3-((6-vinylpyrazin-2-yl)methoxy)pyridin-4-yl)-1,4,6,7-tetrahydro-5H-pyrrolo[3,2-c]pyridine-5-carboxylate